Cl.ClC1=C(C=CC=C1Cl)N1CCN(CC1)CC[C@@H]1CC[C@H](CC1)NC(=O)N1CCOCC1 trans-N-(4-{2-[4-(2,3-dichloro-phenyl)-piperazine-1-yl]-ethyl}-cyclohexyl)-morpholine-4-carboxamide hydrochloride